CC1C(CC2NC(C=3C=NC4=C(C[C@]5(C(NC=6N=CC(/C=C/CCCOCCCN1C2=O)=CC56)=O)C4)C3)=O)C3=C(C(=CC=C3F)F)F (1S,22E)-13-methyl-12-(2,3,6-trifluorophenyl)-18-oxa-5,9,14,26,28-pentazahexacyclo[22.5.2.11,4.13,7.110,14.027,30]tetratriaconta-3,5,7(33),22,24(31),25,27(30)-heptaene-8,29,32-trione